sodium hydroxynaphthoate C1=CC=C2C(=C1)C=CC(=C2C(=O)[O-])O.[Na+]